3-[4-[2-(2,6-dioxo-3-piperidyl)-3-oxo-isoindolin-5-yl]-1-piperidyl]propanoic acid O=C1NC(CCC1N1CC2=CC=C(C=C2C1=O)C1CCN(CC1)CCC(=O)O)=O